N[C@](C(=O)O)(CSCCNC(=O)OCC1=C(C=CC=C1)N=[N+]=[N-])C (R)-2-amino-3-((2-((((2-azidobenzyl)oxy)carbonyl)amino)ethyl)thio)-2-methylpropanoic acid